OC(C(=O)O)O 2,2-Dihydroxyacetic acid